[Na+].C(CCC)S(=O)(=O)[O-] butanesulfonate sodium salt